NCCCNC(CCCCCCCCCCC)=O N-(3-aminopropyl)lauramide